5-amino-2-methyl-N-[2-(piperazin-1-yl)-5,6,7,8-tetrahydroquinolin-6-yl]thieno[2,3-d]pyrimidine-6-carboxamide NC1=C(SC=2N=C(N=CC21)C)C(=O)NC2CC=1C=CC(=NC1CC2)N2CCNCC2